O=C([C@H](O)[C@H](O)CO)[O-].[Fe+2].O=C([C@H](O)[C@H](O)CO)[O-] ferrous erythronate